N-(2,3-bis(2-fluorophenyl)quinolin-6-yl)-4-hydroxy-hexanamide FC1=C(C=CC=C1)C1=NC2=CC=C(C=C2C=C1C1=C(C=CC=C1)F)NC(CCC(CC)O)=O